2-fluoro-6-(2H-1,2,3-triazol-2-yl)phenylmethanone FC1=C(C(=CC=C1)N1N=CC=N1)C=O